ethyl 3-(2-pyridyl)-1H-pyrazole-5-carboxylate N1=C(C=CC=C1)C1=NNC(=C1)C(=O)OCC